S1CCC(CC1)CNC(OCC1=CC=CC=C1)=O benzyl ((tetrahydro-2H-thiopyran-4-yl)methyl)carbamate